3-[(cyclopropylmethyl)amino]-N-[2-iodo-4-[1,1,1,2,3,3,3-heptafluoropropan-2-yl]-6-(trifluoromethyl)phenyl]-2-fluorobenzamide C1(CC1)CNC=1C(=C(C(=O)NC2=C(C=C(C=C2C(F)(F)F)C(C(F)(F)F)(C(F)(F)F)F)I)C=CC1)F